C(C1=CC=CC=C1)[C@@H]1N(CC[C@@H]1C)C1=NC(=CC(N1)=O)N1CCOCC1 2-((2S,3S)-2-benzyl-3-methylpyrrolidin-1-yl)-6-morpholinopyrimidin-4(3H)-one